2-(6-((3aR,6aS)-5-(2-hydroxyethyl)hexahydropyrrolo[3,4-c]pyrrol-2(1H)-yl)pyridazin-3-yl)-5-(1H-pyrazol-4-yl)phenol OCCN1C[C@@H]2[C@H](C1)CN(C2)C2=CC=C(N=N2)C2=C(C=C(C=C2)C=2C=NNC2)O